C(CCCCCCCCCCCCCCCCC)C1=C(C(=O)O[C@@](CN2N=CN=C2)(CC[C@H]2C(C2)(Cl)Cl)C2(CC2)Cl)C=C(C=C1N)N (2R)-2-(1-chlorocyclopropyl)-4-[(1R)-2,2-dichlorocyclopropyl]-1-(1H-1,2,4-triazol-1-yl)butan-2-ol octadecyl-3,5-diaminobenzoate